ClC1=CC=C(C=C1)C1=C(C(C2=CC=CC=C2)(C2=CC=CC=C2)SC(C2=C(C=CC=C2)C2=CC=C(C=C2)Cl)(C2=CC=CC=C2)C2=CC=CC=C2)C=CC=C1 4-chlorophenyltritylsulfide